4-chlorobenzyl (4-(2-(2-(hydroxymethyl)piperidin-1-yl)-2-oxoethyl)phenyl)carbamate OCC1N(CCCC1)C(CC1=CC=C(C=C1)NC(OCC1=CC=C(C=C1)Cl)=O)=O